ClC1=C2C(=C(N=N1)NC1C[C@@H]3[C@@H](CN(C3)C(=O)OC(C)(C)C)C1)SC=C2 tert-butyl (3aR,5s,6aS)-5-((4-chlorothieno[2,3-d]pyridazin-7-yl)amino)hexahydrocyclopenta[c]pyrrole-2(1H)-carboxylate